N1-(Benzo[d][1,3]dioxol-5-ylmethyl)-N3-(7-(trifluoromethyl)quinolin-4-yl)propane-1,3-diamine O1COC2=C1C=CC(=C2)CNCCCNC2=CC=NC1=CC(=CC=C21)C(F)(F)F